SC(C(C(NC1=CC=CC=C1)=O)NC(CCCCC(=O)NC(C(=O)NC1=CC=CC=C1)C(C)(S)C)=O)(C)C N1,N6-bis(3-mercapto-3-methyl-1-oxo-1-(phenylamino)butan-2-yl)adipamide